1-isobutyl-6-methoxy-2H-benzo[d][1,3]oxazine-2,4(1H)-dione C(C(C)C)N1C(OC(C2=C1C=CC(=C2)OC)=O)=O